C(C)(C)(C)C1=NC(=NO1)C(=O)NCC1=C(C=C(C=C1)C1=NC=NN2C1=CC(=C2)C=2C=NN(C2)CC(F)F)C 5-(tert-butyl)-N-(4-(6-(1-(2,2-difluoroethyl)-1H-pyrazol-4-yl)pyrrolo[2,1-f][1,2,4]triazin-4-yl)-2-methylbenzyl)-1,2,4-oxadiazole-3-carboxamide